5-fluoro-8-(4-fluorophenyl)-9-(1-isopropyl-2,4-imidazolindione-3-yl)-8,9-dihydro-2H-pyrido[4,3,2-de]phthalazin-3(7H)-one FC=1C=C2C=3C(=NNC(C3C1)=O)C(C(N2)C2=CC=C(C=C2)F)N2C(N(CC2=O)C(C)C)=O